[Si](C)(C)(C(C)(C)C)OCC1=C(C(=C(C=C1Cl)CCC(=O)OC)F)Cl methyl 3-(4-(((tert-butyldimethylsilyl)oxy)methyl)-3,5-dichloro-2-fluorophenyl)propanoate